The molecule is a long-chain fatty acid that is the 17-O-beta-D-glucoside of (9Z)-17-hydroxyoctadec-9-enoic acid. It is a beta-D-glucoside, a long-chain fatty acid and a monounsaturated fatty acid. It derives from a (9Z)-17-hydroxyoctadec-9-enoic acid. It is a conjugate acid of a (9Z)-17-hydroxyoctadec-9-enoate 17-O-beta-D-glucoside. CC(CCCCCC/C=C\\CCCCCCCC(=O)O)O[C@H]1[C@@H]([C@H]([C@@H]([C@H](O1)CO)O)O)O